COC([C@@H](CO[Si](C)(C)C(C)(C)C)O)=O (2R)-3-[(tert-Butyldimethylsilyl)oxy]-2-hydroxypropionic acid methyl ester